CC(=[Hf](C1=CC=CC=2C3=CC=CC=C3CC12)C1C=CC=C1)C1=CC=CC=C1 methyl(phenyl)methylene(cyclopentadienyl)(fluorenyl)hafnium